ClC1=CC=C(C=N1)CN1C(C(N(CC1)C1CCCC1)=O)=O 1-((6-chloropyridin-3-yl)methyl)-4-cyclopentylpiperazine-2,3-dione